C(C)(=O)C=1C(N(C=2N=C(N=CC2C1C)NC1=NC=C(C=C1)N1CCNCC1)C1CCCC1)=O 6-acetyl-8-cyclopentyl-5-methyl-2-[(5-piperazin-1-ylpyridin-2-yl)amino]pyrido[6,5-d]pyrimidin-7-one